ClC1=CC(=C(C=C1)N1N=CC=C1C#N)C1=CC=C2C(=CN=NC2=C1)NCC1=C(C=C(C=C1)OC)OC 1-[4-chloro-2-(4-{[(2,4-dimethoxyphenyl)methyl]amino}cinnolin-7-yl)phenyl]-1H-pyrazole-5-carbonitrile